CC\C=C\CCCCCCCC\C=C/CCCC (3E,13Z)-3,13-octadecdien